3-(1-benzofuran-5-yl)aniline O1C=CC2=C1C=CC(=C2)C=2C=C(N)C=CC2